COCCCC1=CN=C(C(=N1)N1CCC(CC1)C(=O)O)C=1C2=CN(N=C2C=CC1)C 1-(6-(3-methoxypropyl)-3-(2-methyl-2H-indazol-4-yl)pyrazin-2-yl)piperidine-4-carboxylic acid